2-((8-chloro-1-(2,6-dichloro-4-(2-hydroxyethoxy)phenyl)-2-methyl-4-oxo-1,4-dihydro-1,6-naphthyridin-5-yl)oxy)-N-(2-hydroxyethyl)acetamide ClC=1C=NC(=C2C(C=C(N(C12)C1=C(C=C(C=C1Cl)OCCO)Cl)C)=O)OCC(=O)NCCO